[4-(6-amino-5-cyclohexylmethoxy-pyridin-3-yl)-phenyl]-(4-pyrrolidin-1-yl-piperidin-1-yl)-methanone NC1=C(C=C(C=N1)C1=CC=C(C=C1)C(=O)N1CCC(CC1)N1CCCC1)OCC1CCCCC1